4,7-dimethyl-2-methylene-1,3-dioxacyclooctane CC1OC(OCC(CC1)C)=C